C(C)C=1C=C(CCN)C=C(C1)CC 3,5-diethylphenethylamine